C(C)OC=1C=C(OC2=CC=CC(=N2)S(=O)(=O)NC(=O)C=2C(=NC=CC2)N2C(CC(C2)C)(C)C)C=CC1 N-[[6-(3-Ethoxyphenoxy)-2-pyridyl]sulfonyl]-2-(2,2,4-trimethylpyrrolidin-1-yl)pyridin-3-carboxamid